1-(2-hydroxy-4-methoxyphenyl)ethanol OC1=C(C=CC(=C1)OC)C(C)O